ClC1=NC=C(C(=N1)C1=CC=C2CN(C(C2=C1)=O)[C@@H](C(=O)NCC1=CC(=CC=C1)OC)CO)Cl (2R)-2-[6-(2,5-dichloropyrimidin-4-yl)-1-oxo-2,3-dihydro-1H-isoindol-2-yl]-3-hydroxy-N-[(3-methoxyphenyl)methyl]-propanamide